C(C)[C@@](N(C(\C(=C\[C@H](C(C)C)N(C([C@H](C(C)(C)C)N)=O)C)\C)=O)CC)(CCC(=O)O)C(=O)O.N(=NN1C=NCC1)N1C=NCC1 azo-2-imidazoline diethyl-((S,E)-4-((S)-2-amino-N,3,3-trimethylbutanamido)-2,5-dimethylhex-2-enoyl)-D-glutamate